N-([1,1'-biphenyl]-4-yl)-N-(3-bromophenyl)-[1,1'-biphenyl]-4-amine C1(=CC=C(C=C1)N(C1=CC=C(C=C1)C1=CC=CC=C1)C1=CC(=CC=C1)Br)C1=CC=CC=C1